(1-fluorocyclopropyl)(4-fluorophenyl)methanol FC1(CC1)C(O)C1=CC=C(C=C1)F